Cl.Cl.CCCCCCCC Octane 2HCl